5-({trans-3-[(5S)-5-(3,5-difluorophenyl)-3-oxo-6,7-dihydro-3H-pyrrolo[2,1-c][1,2,4]triazol-2(5H)-yl]cyclobutyl}oxy)pyrazine-2-carbonitrile FC=1C=C(C=C(C1)F)[C@@H]1CCC2=NN(C(N21)=O)[C@@H]2C[C@H](C2)OC=2N=CC(=NC2)C#N